tellurium-cesium [Cs].[Te]